N-(1-((S)-1-(5-hydroxy-6-((1R,5S)-2-oxo-3-azabicyclo[3.1.0]hexan-3-yl)pyridin-3-yl)ethyl)-1H-pyrazol-4-yl)-3-methylpyrazine-2-carboxamide OC=1C=C(C=NC1N1C([C@@H]2C[C@@H]2C1)=O)[C@H](C)N1N=CC(=C1)NC(=O)C1=NC=CN=C1C